CN1C(C2=C(C(=C1)C1=C(OC3=C(C#N)C=CC=C3)C=CC(=C1)S(=O)(=O)C)C=CN2)=O 2-[2-(6-methyl-7-oxo-6,7-dihydro-1H-pyrrolo[2,3-c]pyridin-4-yl)-4-(methylsulfonyl)phenoxy]benzonitrile